CC=1C=C2CCNCC2=CC1C1=CC=NC=C1 4-(6-methyl-1,2,3,4-tetrahydroisoquinolin-7-yl)pyridin